FC=1C=C(C=C(C1COCC)F)CC(=O)O 3,5-difluoro-4-ethoxymethyl-phenylacetic acid